FC1=C(OCCCC(=O)O)C(=CC(=C1)N1C=CC2=C(C=CC=C12)OC)F 4-[2,6-difluoro-4-(4-methoxyindol-1-yl)phenoxy]butanoic acid